FC(C1=NN=C(O1)C1=CC=C2CN(C(C2=C1)=O)[C@@H]([C@@H](O)C1=NC(=CC=C1)F)C1=NC=CC=C1)F 6-[5-(difluoromethyl)-1,3,4-oxadiazol-2-yl]-2-[(1R,2R)-2-(6-fluoropyridin-2-yl)-2-hydroxy-1-(pyridin-2-yl)ethyl]-2,3-dihydro-1H-isoindol-1-one